(R)-3-(5-(5-(1-(3,5-dichloropyridin-4-yl)ethoxy)-6-methyl-1H-indazol-3-yl)-3-fluoropyridin-2-yl)benzamide ClC=1C=NC=C(C1[C@@H](C)OC=1C=C2C(=NNC2=CC1C)C=1C=C(C(=NC1)C=1C=C(C(=O)N)C=CC1)F)Cl